(S)-10-(fluoromethyl)-3-(2-vinyl-1H-imidazol-1-yl)-9,10,11,12-tetrahydro-8H-[1,4]diazepino[5',6':4,5]thieno[3,2-f]quinolin-8-one FC[C@H]1NC(C2=C(C=3C=4C=CC(=NC4C=CC3S2)N2C(=NC=C2)C=C)NC1)=O